1-(6-Benzyl-9-methyl-1,3,5,6,7,8-hexahydro-pyrrolo[3,4-b][1,7]naphthyridin-2-yl)-2-[1-(2-trifluoromethyl-pyridin-4-yl)-azetidin-3-yl]-ethanone C(C1=CC=CC=C1)N1CCC=2C(=C3C(=NC2C1)CN(C3)C(CC3CN(C3)C3=CC(=NC=C3)C(F)(F)F)=O)C